7-[3-[(dimethylamino)methyl]indol-1-yl]-N-tetrahydropyran-4-yl-thiazolo[5,4-d]pyrimidine-2-carboxamide CN(C)CC1=CN(C2=CC=CC=C12)C=1C2=C(N=CN1)SC(=N2)C(=O)NC2CCOCC2